3-((N,N-dibutylamino)diethylsilyl)styrene C(CCC)N(CCCC)[Si](C=1C=C(C=C)C=CC1)(CC)CC